(R)-(3-(4-(2,6-diaminopyrimidin-4-yl)piperazin-2-yl)-4-(trifluoromethyl)phenyl)(4,4-difluoropiperidin-1-yl)methanone NC1=NC(=CC(=N1)N1C[C@H](NCC1)C=1C=C(C=CC1C(F)(F)F)C(=O)N1CCC(CC1)(F)F)N